C(C1=CC=CC=C1)O[C@@H]1[C@](O[C@@H]2OC(O[C@@H]21)(C)C)(COCC2=CC=CC=C2)COCCOCCOCCO[Si](C(C)C)(C(C)C)C(C)C 2-[2-[2-[[(3aR,5S,6S,6aR)-6-benzyloxy-5-(benzyloxymethyl)-2,2-dimethyl-6,6a-dihydro-3aH-furo[2,3-d][1,3]dioxol-5-yl]methoxy]ethoxy]ethoxy]ethoxy-tri-isopropyl-silane